6-[3-chloro-5-fluoro-4-(2-oxopropoxy)phenyl]-5-methyl-4,5-dihydro-2H-pyridazin-3-one ClC=1C=C(C=C(C1OCC(C)=O)F)C=1C(CC(NN1)=O)C